tert-butyl (R)-(1-(1-(but-3-en-1-yl)-2-formyl-1H-pyrrolo[2,3-b]pyridin-6-yl)ethyl)carbamate C(CC=C)N1C(=CC=2C1=NC(=CC2)[C@@H](C)NC(OC(C)(C)C)=O)C=O